BrC1=CC=C(COC2=C(C3=CC=CC=C3C=C2)CCCNCCN)C=C1 N-(3-(2-(4-bromobenzyloxy)naphthalen-1-yl)-propyl)ethylenediamine